(4-bromo-2-methyl-indazol-3-yl)methoxy-tert-butyl-dimethyl-silane BrC=1C2=C(N(N=C2C=CC1)C)CO[Si](C)(C)C(C)(C)C